ClC1=CC=C(C=C1)N1N=C(N=C1C1=C(C=C(C=C1)F)F)OCC(=O)OC Methyl {[1-(4-chlorophenyl)-5-(2,4-difluorophenyl)-1H-1,2,4-triazol-3-yl]oxy}acetate